(R)-2-((1-(2-cyano-7-methyl-3-(3-phenylazetidin-1-yl)quinoxalin-5-yl)ethyl)amino)benzoic acid C(#N)C1=NC2=CC(=CC(=C2N=C1N1CC(C1)C1=CC=CC=C1)[C@@H](C)NC1=C(C(=O)O)C=CC=C1)C